CC1(CCC1)NC(=O)O[C@H]1C[C@H](CC1)C1=NN(C(=C1)NC(CC=1SC(=NN1)C)=O)C(=O)OCC ethyl 3-[(1S,3R)-3-{[(1-methylcyclobutyl)carbamoyl]oxy}-cyclopentyl]-5-{[(5-methyl-1,3,4-thiadiazol-2-yl)acetyl]amino}-1H-pyrazole-1-carboxylate